C(#N)C=1C=CC(=C2C=CC=NC12)OC1C(C(C1(C)C)NC(C1=C(C=C(C(=C1)F)N1CCC(CC1)CO)F)=O)(C)C N-((1r,3r)-3-((8-cyanoquinolin-5-yl)oxy)-2,2,4,4-tetramethylcyclobutyl)-2,5-difluoro-4-(4-(hydroxymethyl)piperidin-1-yl)benzamide